2-chloro-5-nitro-N-(tetrahydrofuran-3-yl)pyridin-4-amine ClC1=NC=C(C(=C1)NC1COCC1)[N+](=O)[O-]